ClC=1C=C(C=CC1F)C(C=1NC(=CN1)S(=O)(=O)NCC(F)F)C1=CC(=C(C=C1)F)Cl 2-(bis(3-chloro-4-fluorophenyl)methyl)-N-(2,2-difluoroethyl)-1H-imidazole-5-sulfonamide